FC(COC=1C(=NC=C(C1)F)OC=1C=CC=2N(C1)C(=C(N2)C(=O)NC2(CCS(CC2)(=O)=O)CC)C)F 6-[[3-(2,2-difluoroethoxy)-5-fluoro-2-pyridyl]oxy]-N-(4-ethyl-1,1-dioxo-thian-4-yl)-3-methyl-imidazo[1,2-a]pyridine-2-carboxamide